methyl 2-[(4-bromo-3-fluoro-phenyl)methyl]-3-[[1-(cyanomethyl)cyclopropyl]methyl]benzimidazole-5-carboxylate BrC1=C(C=C(C=C1)CC=1N(C2=C(N1)C=CC(=C2)C(=O)OC)CC2(CC2)CC#N)F